2-amino-4-(2-nitrophenyl)-4H-pyrano[3,2-b]benzofuran-3-carbonitrile NC1=C(C(C=2OC3=C(C2O1)C=CC=C3)C3=C(C=CC=C3)[N+](=O)[O-])C#N